FC(C(=O)O)(F)F.NC[C@@H]1CC[C@H](CC1)CC(=O)C1=NC2=CC=C(C=C2C=C1)Cl trans-2-(4-(aminomethyl)cyclohexyl)-1-(6-chloroquinolin-2-yl)ethan-1-one 2,2,2-trifluoroacetate